[Ti].[Ni].[Pd] Palladium-nickel-titanium